C(C1=CC=CC=C1)OC1=CC(=C(NC2=CC(=CC=C2)OCCCC2CCCCC2)C=C1)N1CCOCC1 4-(Benzyloxy)-N-[3-(3-cyclohexylpropoxy)phenyl]-2-(morpholin-4-yl)aniline